2,7-dimethyl-[1,2,4]triazolo[1,5-a]pyridin-6-amine CC1=NN2C(C=C(C(=C2)N)C)=N1